ruthenium chloride [Ru](Cl)(Cl)Cl